2,2'-bipyridyl-4,4'-dicarboxylate N1=C(C=C(C=C1)C(=O)[O-])C1=NC=CC(=C1)C(=O)[O-]